NC1=NC2=C(C=N1)N=C(N=C2Cl)Cl amino-dichloropyrimidopyrimidine